C1(=CC=CC=C1)C1=C(C(=NN=N1)C=1C(=C(C=CC1)C1=C(C=CC=2OC3=C(C21)C=CC=C3)C3=CC=CC=C3)C3=NC=CC=C3)C3=CC=CC=C3 (diphenyltriazinyl)(pyridinyl)(phenyldibenzofuranyl)benzene